[Cl-].C[NH+](CCC[SiH](OC)OC)CCCCCCCCCCCCCC methyltetradecyl-[3-(dimethoxysilyl)propyl]ammonium chloride